C1=CC=CC=2C3=CC=CC=C3C(C12)COC(=O)N[C@H](C(=O)OC(C)(C)C)CCC(=O)ON1C(CCC1=O)=O O1-tert-Butyl O5-(2,5-dioxopyrrolidin-1-yl) (2S)-2-(9H-fluoren-9-ylmethoxycarbonylamino)pentanedioate